ClC1=C(C=CC2=C1C(=NCC(N2)=O)C2=NC=CC=C2F)Cl 6,7-dichloro-5-(3-fluoro-2-pyridyl)-1,3-dihydro-1,4-benzodiazepin-2-one